CC=1C=C2[C@H](N3C(C2=CC1)=CN=C3)C3OCCC3O ((S)-7-methyl-5H-imidazo[5,1-a]isoindol-5-yl)tetrahydrofuran-3-ol